3-(difluoromethyl)-5-fluoro-1-methyl-1H-pyrazole-4-carboxylic acid ethyl ester C(C)OC(=O)C=1C(=NN(C1F)C)C(F)F